C(CC)(=O)N1C=CC2=CC(=CC=C12)C1=CC=C(C(=O)NCC=2C=NC=NC2)C=C1 4-(1-propionylindol-5-yl)-N-(pyrimidin-5-ylmethyl)benzamide